fluoroimidazolium FC=1NC=C[NH+]1